3-((Lactyl)amino)-3,3-dideutero-1-propanesulfonic acid hydrobromide Br.C(C(O)C)(=O)NC(CCS(=O)(=O)O)([2H])[2H]